4-hydroxy-3-methoxyphenyl(hepta-1,6-diene-3,5-dione) OC1=C(C=C(C=C1)C=CC(CC(C=C)=O)=O)OC